2',2''-(propane-1,3-diylbis(oxy))bis(3-(3,6-di-tert-butyl-9H-carbazol-9-yl)-5'-fluoro-5-(2,4,4-trimethylpentan-2-yl)biphenyl-2-ol) C(CCOC1=C(C=C(C=C1)F)C=1C(=C(C=C(C1)C(C)(CC(C)(C)C)C)N1C2=CC=C(C=C2C=2C=C(C=CC12)C(C)(C)C)C(C)(C)C)O)OC1(C(=CC(=CC1N1C2=CC=C(C=C2C=2C=C(C=CC12)C(C)(C)C)C(C)(C)C)C(C)(CC(C)(C)C)C)C1=CC=CC(=C1)F)O